N[C@H](C(=O)OC(C)(C)C)CCCCNC(CCCCC)=O tert-butyl (S)-2-amino-6-(hexanoylamino)hexanoate